N,N,N',N'-tetraisopropyl-1-(2-ethoxycarbonylbenzyloxy)phosphanediamine C(C)(C)N(P(N(C(C)C)C(C)C)OCC1=C(C=CC=C1)C(=O)OCC)C(C)C